6-bromo-7-fluoro-4-isopropylphthalazin-1(2H)-one BrC=1C=C2C(=NNC(C2=CC1F)=O)C(C)C